4-(8-([1,1'-biphenyl]-2-yl)naphthalen-2-yl)-N-phenylaniline C1(=C(C=CC=C1)C=1C=CC=C2C=CC(=CC12)C1=CC=C(NC2=CC=CC=C2)C=C1)C1=CC=CC=C1